ClC=1C(=NC=C(C1)B1OC(C(O1)(C)C)(C)C)C(F)(F)F 3-chloro-5-(4,4,5,5-tetramethyl-1,3,2-dioxaborolan-2-yl)-2-(trifluoromethyl)pyridine